1,4'-bipiperidin-5-carboxamide N1(CCCC(C1)C(=O)N)C1CCNCC1